CC1(OC=2C=C(C=C(C2C2C1CC(C=C2)C)O)CCCCC)C 6,6,8-Trimethyl-3-pentyl-6a,7,8,10a-tetrahydrobenzo[c]chromen-1-ol